ClC=1C(=CC(=C(C1)NC=1N=C(C2=C(N1)NC=C2)NC=2C=CC=C1CCN(C21)S(=O)(=O)C)OC)N2CCC1(CC2)CCN(CC1)C N2-(5-chloro-2-methoxy-4-(9-methyl-3,9-diazaspiro[5.5]undecan-3-yl)phenyl)-N4-(1-(methylsulfonyl)indolin-7-yl)-7H-pyrrolo[2,3-d]pyrimidine-2,4-diamine